(R)-2-((1-(2-(5,6-dihydroimidazo[1,5-a]pyrazin-7(8H)-yl)-3,7-dimethyl-4-oxo-4H-pyrido[1,2-a]pyrimidin-9-yl)ethyl)amino)benzoic acid C=1N=CN2C1CN(CC2)C=2N=C1N(C(C2C)=O)C=C(C=C1[C@@H](C)NC1=C(C(=O)O)C=CC=C1)C